sodium 2-fluorobenzamide FC1=C(C(=O)N)C=CC=C1.[Na]